(R)-(4-fluorophenyl)(1-(3-fluoropyridin-4-yl)-8-methyl-3-(3-methyl-1,2,4-thiadiazol-5-yl)-5,6-dihydroimidazo[1,5-a]pyrazin-7(8H)-yl)methanone FC1=CC=C(C=C1)C(=O)N1[C@@H](C=2N(CC1)C(=NC2C2=C(C=NC=C2)F)C2=NC(=NS2)C)C